FC1(CCN(CC1)C=1N=C(C=C2C=CC=NC12)NC(C1=CC=C(C=C1)NS(=O)(=O)C(CO)C)=O)F N-[8-(4,4-difluoropiperidin-1-yl)-1,7-naphthyridin-6-yl]-4-(1-hydroxypropan-2-sulfonylamino)benzamide